FC1=C(C=CC(=C1)Cl)N=C=O 2-Fluoro-4-Chlorophenylisocyanat